(2R,3S,4R,5R)-4-[[3-(3-Chloro-4-fluoro-2-methoxy-phenyl)-5-methyl-5-(trifluoromethyl)tetrahydrofuran-2-carbonyl]amino]-N-methyl-pyridin-2-carboxamid ClC=1C(=C(C=CC1F)[C@H]1[C@@H](O[C@](C1)(C(F)(F)F)C)C(=O)NC1=CC(=NC=C1)C(=O)NC)OC